N-(7-fluoro-6-(1-methyl-1H-pyrazol-4-yl)isoquinolin-3-yl)-1-(2-fluoroethyl)piperidine-4-carboxamide FC1=C(C=C2C=C(N=CC2=C1)NC(=O)C1CCN(CC1)CCF)C=1C=NN(C1)C